COC1=NC=CC(=C1)C(=O)NC1=CC=C(C=C1)C=1OC(=NN1)C1=CC=CC=C1 2-methoxy-N-[4-(5-phenyl-1,3,4-oxadiazol-2-yl)phenyl]pyridine-4-carboxamide